COC=1C=C(C=CC1)C1=CC(=NN1C1=C(C=CC=C1)OC(C)C)C(=O)OC Methyl 5-(3-methoxyphenyl)-1-[2-(propan-2-yloxy)phenyl]-1H-pyrazole-3-carboxylate